COC(=O)C1CNC2(COC2CC)CC1 Ethyl-2-oxa-5-azaspiro[3.5]nonane-7-carboxylic acid methyl ester